Cl[Ru-6](=CC1=CC=CC=C1)(=C1N(CCN1C1=C(C=C(C=C1C)C)C)C1=C(C=C(C=C1C)C)C)(=C1N(CCN1C1=C(C=C(C=C1C)C)C)C1=C(C=C(C=C1C)C)C)Cl Dichlorobis[1,3-bis(2,4,6-trimethylphenyl)-2-imidazolidinylidene](benzylidene)ruthenium(II)